C(CCC)C=1C=C(C=2[C@H]3[C@](C(OC2C1)(C)C)(CCC(=C3)C)C)O (6Ar,10aR)-3-butyl-6,6,6a,9-tetramethyl-8,10a-dihydro-7H-benzo[c]chromen-1-ol